C(C)(C)(C)OC(=O)N1[C@H](CN(CC1)C(=O)OCC1=CC=CC=C1)C(C)O[Si](C)(C)C(C)(C)C (2R)-2-{1-[(tert-Butyldimethylsilyl)oxy]Ethyl}piperazine-1,4-dicarboxylic acid 4-benzyl ester 1-Tert-butyl ester